2-(6-(trifluoromethyl)pyridin-2-yl)ethan-1-one FC(C1=CC=CC(=N1)CC=O)(F)F